4-(1-(2-Chloro-3-((4-methylpiperazin-1-yl)methyl)phenyl)-1H-imidazol-4-yl)-N-(1-(methylsulfonyl)piperidin-4-yl)-5-(trifluoro-methyl)pyrimidin-2-amine ClC1=C(C=CC=C1CN1CCN(CC1)C)N1C=NC(=C1)C1=NC(=NC=C1C(F)(F)F)NC1CCN(CC1)S(=O)(=O)C